OCCC1(O)C=CC(O)(C=C1)CCO 1,4-di-(β-hydroxyethyl)hydroquinone